2,2,2-trifluoro-1-phenyl-ethanone FC(C(=O)C1=CC=CC=C1)(F)F